CC=1N=CN(C1)C=1C=C(C=C(C1)NC(=O)C1=NC(=CN=C1)C1=CC=CC=C1)CN1C[C@H](CCC1)NC(OC(C)(C)C)=O tert-butyl N-[(3S)-1-{[3-(4-methyl-1H-imidazol-1-yl)-5-(6-phenylpyrazine-2-amido)phenyl]methyl}piperidin-3-yl]carbamate